2,3-difluoro-6-methoxybenzene FC1=CC(=CC=C1F)OC